pentalenyl acrylate C(C=C)(=O)OC1=CC=C2C=CC=C12